FC(C(=O)O)(F)F.CC=1C=C(C=CC1OC1=CC2=C(N(N=N2)C)C=C1)NC=1C2=C(N=CN1)C=CC(=N2)C=2CCN(CC2)C(C=C)=O 1-(4-(4-((3-methyl-4-((1-methyl-1H-benzo[d][1,2,3]triazol-5-yl)oxy)phenyl)amino)pyrido[3,2-d]pyrimidin-6-yl)-3,6-dihydropyridin-1(2H)-yl)prop-2-en-1-one 2,2,2-trifluoroacetate